CC=1OC=2C(N1)=C(C=CC2)N 2-methyl-1,3-benzoxazol-4-amine